(S)-N-(3-chloro-2-fluoro-4-((tetrahydro-2H-pyran-4-yl)methoxy)phenyl)-6-(pyrrolidin-3-yloxy)pyrido[3,2-d]pyrimidin-4-amine ClC=1C(=C(C=CC1OCC1CCOCC1)NC=1C2=C(N=CN1)C=CC(=N2)O[C@@H]2CNCC2)F